2-((4-(5,6-dimethylpyrimidin-4-yl)piperazin-1-yl)methyl)-4-fluorobenzo[d]oxazole CC=1C(=NC=NC1C)N1CCN(CC1)CC=1OC2=C(N1)C(=CC=C2)F